NCC1=CC=CC(=N1)N1C[C@H](N([C@H](C1)C)C(=O)OC(C)(C)C)C tert-butyl (2R,6S)-4-(6-(aminomethyl)pyridin-2-yl)-2,6-dimethylpiperazine-1-carboxylate